NC(C#CC1=C(C(=O)OC)C=CC(=C1)NC(CCCNC(C[C@H]1C=2N(C3=C(C(=N1)C1=CC=C(C=C1)Cl)C(=C(S3)C)C)C(=NN2)C)=O)=O)CO methyl 2-(3-amino-4-hydroxybut-1-yn-1-yl)-4-(4-(2-((S)-4-(4-chlorophenyl)-2,3,9-trimethyl-6H-thieno[3,2-f][1,2,4]triazolo[4,3-a][1,4]diazepin-6-yl)acetamido)butanamido)benzoate